FC1=C(C(=CC=C1)O)N1N=C2N=C(N=C(C2=C1)N1[C@H](CN(CC1)C(=O)OC(C)(C)C)C)S(=O)(=O)C Tert-butyl (S)-4-(2-(2-fluoro-6-hydroxyphenyl)-6-(methylsulfonyl)-2H-pyrazolo[3,4-d]pyrimidin-4-yl)-3-methylpiperazine-1-carboxylate